FC=1C=C(C=C(C1)F)C1=CC(=CC=C1)CC1N(CC2(CC2)C1NS(=O)(=O)C)C(C(C)(F)F)=O N-(6-((3',5'-difluoro-[1,1'-biphenyl]-3-yl)methyl)-5-(2,2-difluoropropanoyl)-5-azaspiro[2.4]heptan-7-yl)methanesulfonamide